O=C1NC(CCC1N1C(N(C2=C1C=CC=C2)CC2CCN(CC2)C(=O)OC(C)(C)C)=O)=O tert-Butyl 4-((3-(2,6-dioxopiperidin-3-yl)-2-oxo-2,3-dihydro-1H-benzo[d]imidazol-1-yl)methyl)piperidine-1-carboxylate